4-(Azocine-1-yl)butyl-2-(1,3-dioxolan-2-yl)pyridin-3-ol N1(CC=CC=CC=C1)CCCCC1=C(C(=NC=C1)C1OCCO1)O